1-[5-(Difluoromethyl)-3-pyridyl]ethanol FC(C=1C=C(C=NC1)C(C)O)F